10-(5-chloro-2-(methylthio)phenyl)indolo[3,2,1-jk]carbazole ClC=1C=CC(=C(C1)C1=CC=2N3C4=C(C=CC=C4C2C=C1)C1=CC=CC=C13)SC